(2-((5-chloro-2-(4-chloro-1H-1,2,3-triazol-1-yl)phenyl)amino)-2-oxoethylamino)-3-(1-cyclopropyl-1H-pyrazol-3-yl)propanoate ClC=1C=CC(=C(C1)NC(CNC(C(=O)[O-])CC1=NN(C=C1)C1CC1)=O)N1N=NC(=C1)Cl